CC(C(=O)OCCCCCN(C)C)=C 5-(dimethylamino)pentyl (methyl)acrylate